1-(2-ethenyl-4-nitrophenyl)-4-methylpiperazine C(=C)C1=C(C=CC(=C1)[N+](=O)[O-])N1CCN(CC1)C